C1(CC1)C=1C=C(N=NC1)C#C[Si](C)(C)C 5-cyclopropyl-3-((trimethylsilyl)ethynyl)pyridazine